(7R,8aS)-7-(2,3-dichloro-6-hydroxyphenyl)-2-(3-hydroxyazetidine-1-carbonyl)-hexahydropyrrolo[1,2-a]pyrazin-4-one ClC1=C(C(=CC=C1Cl)O)[C@H]1C[C@@H]2N(C(CN(C2)C(=O)N2CC(C2)O)=O)C1